adamantane-1-carboxylic acid (2-methyl-1H-indol-5-yl)-amide CC=1NC2=CC=C(C=C2C1)NC(=O)C12CC3CC(CC(C1)C3)C2